Bis(3-sulfonatophenyl)(3,5-di-trifluoromethylphenyl)phosphine, disodium salt [Na+].[Na+].S(=O)(=O)([O-])C=1C=C(C=CC1)P(C1=CC(=CC(=C1)C(F)(F)F)C(F)(F)F)C1=CC(=CC=C1)S(=O)(=O)[O-]